N1-Cyclopropyl-5,6-difluorobenzene-1,2-diamine C1(CC1)NC=1C(=CC=C(C1F)F)N